3-(4-ethoxy-4-oxobutyl)-2-oxo-3,4-dihydroquinoline-1,3(2H)-dicarboxylic acid 3-allyl 1-(tert-butyl) ester C(C)(C)(C)OC(=O)N1C(C(CC2=CC=CC=C12)(C(=O)OCC=C)CCCC(=O)OCC)=O